C(C)(C)(C)OC(=O)N1CCC(=CC1)C=1N=NC(=CC1OC)N 4-(6-amino-4-methoxy-pyridazin-3-yl)-3,6-dihydro-2h-pyridine-1-carboxylic acid tert-butyl ester